3-(1-oxo-6-(7-oxo-7-(4-(4-(quinoxalin-2-yl)-1H-pyrazol-1-yl)piperidin-1-yl)heptyl)isoindolin-2-yl)piperidine-2,6-dione O=C1N(CC2=CC=C(C=C12)CCCCCCC(N1CCC(CC1)N1N=CC(=C1)C1=NC2=CC=CC=C2N=C1)=O)C1C(NC(CC1)=O)=O